(5S,7S)-2-((S)-bicyclo[1.1.1]pent-1-yl-fluoromethyl)-7-fluoro-5-phenyl-6,7-dihydro-5H-pyrrolo[1,2-b][1,2,4]triazole C12(CC(C1)C2)[C@@H](C=2N=C1N(N2)[C@@H](C[C@@H]1F)C1=CC=CC=C1)F